CC1=NOC(=C1)CCNC(CCC(=O)[O-])=O 4-((2-(3-methylisoxazol-5-yl) ethyl) amino)-4-oxobutyrate